(4-(bis(4-fluorophenyl)methyl)-2,6-diisopropyl-3-nitrophenyl)-1-(pyridin-2-yl)ethane-1-imine FC1=CC=C(C=C1)C(C1=C(C(=C(C(=C1)C(C)C)CC(=N)C1=NC=CC=C1)C(C)C)[N+](=O)[O-])C1=CC=C(C=C1)F